Ethyl 4-methylpiperidin-4-carboxylate hydrochloride Cl.CC1(CCNCC1)C(=O)OCC